ClC1=C(C(=C(C=C1OC)OC)Cl)C1CCC=2C(=NNC2C1)C(=O)N 6-(2,6-dichloro-3,5-dimethoxyphenyl)-4,5,6,7-tetrahydro-1H-indazole-3-formamide